C1(=CC=CC=C1)C1=CC=CC(C1)C1=CC=CC=C1 4,6-diphenylcyclohexadiene